CC1N(C1)C(C(C(=O)[O-])(N1C(C1)C)N1C(C1)C)N1C(C1)C tetra[2-methyl-(1-aziridinyl)]propionate